COCCN(CC[C@@H](C(=O)O)NC=1C2=C(N=CN1)C=CC=N2)CCCCC2=NC=1NCCCC1C=C2 (S)-4-((2-methoxyethyl)(4-(5,6,7,8-tetrahydro-1,8-naphthyridin-2-yl)butyl)amino)-2-(pyrido[3,2-d]pyrimidin-4-ylamino)butanoic acid